C(=O)C1=CC=C(C=C1)C=1N=C2SC3=C(N2C1)C=CC(=C3)C(=O)N 2-(4-formylphenyl)benzo[d]imidazo[2,1-b]thiazole-7-carboxamide